bis(methyl)hafnium C[Hf]C